(6-fluoropyrazolo[1,5-a]pyridin-3-yl)methanone FC=1C=CC=2N(C1)N=CC2C=O